FC1=C(OC=2C=CC(=NC2)NC([C@H](C)C2CCC(CC2)O)=O)C=CC(=C1)F (R)-N-(5-(2,4-difluorophenoxy)pyridin-2-yl)-2-((1s,4S)-4-hydroxycyclohexyl)propanamide